C(C)NC(=O)C1=CC(=C(N1)C(=O)NC)OC(C)C1=CC=C(C=C1)C N5-ethyl-N2-methyl-3-(1-(p-tolyl)ethoxy)-1H-pyrrole-2,5-dicarboxamide